Methyl 4-((1S,2S)-2-((2,4-dimethyl-3,5-dioxo-2,3,4,5-tetrahydro-1,2,4-triazin-6-yl)amino)-1-(dimethylamino)propyl)benzoate CN1N=C(C(N(C1=O)C)=O)N[C@H]([C@@H](N(C)C)C1=CC=C(C(=O)OC)C=C1)C